BrC1=C2CC(C(NC2=CC=C1)=O)(C)C 5-bromo-3,3-dimethyl-3,4-dihydroquinolin-2(1H)-one